N-[6-[3-(2-methoxy-4-methylsulfonyl-anilino)prop-1-ynyl]-1-(2,2,2-trifluoroethyl)indol-4-yl]piperidine-4-sulfonamide COC1=C(NCC#CC2=CC(=C3C=CN(C3=C2)CC(F)(F)F)NS(=O)(=O)C2CCNCC2)C=CC(=C1)S(=O)(=O)C